NC1(C(CC(C1)C)(C)C)CN amino-2,2,4-trimethyl-1-cyclopentanemethylamine